ethyl-6-ethyl-imidazo[1,5-a]pyridine C(C)C=1N=CN2C1C=CC(=C2)CC